1-(3-(1-hydroxyethyl)phenyl)-3-(3-(2-methoxyethyl)-4-oxo-3,4-dihydroquinazolin-7-yl)urea OC(C)C=1C=C(C=CC1)NC(=O)NC1=CC=C2C(N(C=NC2=C1)CCOC)=O